(8S)-1,4-dioxa-7-azaspiro[4.4]nonane-8-carboxylic acid O1CCOC12CN[C@@H](C2)C(=O)O